C(C)(C)(C)OC(N[C@@H](CN1C(C=2C=C3C(=CC2CC1)N(C(=N3)C3=CC=1C(=NC(=CC1)OC)N3CC3CC3)C)=O)C)=O (R)-(1-(2-(1-(cyclopropylmethyl)-6-methoxy-1H-pyrrolo[2,3-b]pyridin-2-yl)-1-methyl-5-oxo-1,5,7,8-tetrahydro-6H-imidazo[4,5-g]isoquinolin-6-yl)propan-2-yl)carbamic acid tert-butyl ester